C(C)C(COC([C@@H](N)C)=O)CC L-alanine-2-ethylbutyl ester